4-(4-(bis(4-fluorophenyl)methyl)piperazin-1-yl)-2-chloro-3-nitroquinoline FC1=CC=C(C=C1)C(N1CCN(CC1)C1=C(C(=NC2=CC=CC=C12)Cl)[N+](=O)[O-])C1=CC=C(C=C1)F